FC1=CC=C(C=C1)NC1=CC2=C(C(=CC(O2)=O)C(F)(F)F)C=C1 7-((4-fluorophenyl)amino)-4-(trifluoromethyl)-2H-benzopyran-2-one